ClC1=CC=C(C=C1)C1CC(N(O1)C)(C)C=1C=NC=CC1 3-[5-(4-chlorophenyl)-2,3-dimethylisoOxazolidin-3-yl]Pyridine